(R)-1-(4-(4-fluorophenyl)-3,4-dihydroquinoxalin-1(2H)-yl)-3-(2-methylpiperidin-1-yl)propan-1-one FC1=CC=C(C=C1)N1CCN(C2=CC=CC=C12)C(CCN1[C@@H](CCCC1)C)=O